iodobenzoyl-maleimide IC1=C(C(=O)NC1=O)C(C1=CC=CC=C1)=O